FC=1C(=C(C=CC1F)[C@H]1[C@@H](O[C@]([C@H]1C)(C(F)(F)F)C)C(=O)NC=1C=NN2C1NC=CC2=O)OC (2R,3S,4S,5R)-3-(3,4-difluoro-2-methoxyphenyl)-4,5-dimethyl-N-(7-oxo-4,7-dihydropyrazolo[1,5-a]pyrimidin-3-yl)-5-(trifluoromethyl)tetrahydrofuran-2-carboxamide